(S)-3-((S)-sec-butyl)-4-(1-methyl-6-oxo-1,6-dihydropyrimidin-4-yl)-1,3,4,5-tetrahydro-2H-benzo[e][1,4]diazepin-2-one [C@H](C)(CC)[C@@H]1N(CC2=C(NC1=O)C=CC=C2)C=2N=CN(C(C2)=O)C